2-methyl-4'-methylthio-2-morpholinophenone CC1(CNCCO1)C(=O)C1=CC=C(C=C1)SC